4-(1,1-difluoroethyl)-2-nitro-benzaldehyde FC(C)(F)C1=CC(=C(C=O)C=C1)[N+](=O)[O-]